tert-butyl (S)-3-((4-(benzo[d]thiazol-6-ylamino)-7-bromoquinazolin-5-yl)oxy)piperidine-1-carboxylate S1C=NC2=C1C=C(C=C2)NC2=NC=NC1=CC(=CC(=C21)O[C@@H]2CN(CCC2)C(=O)OC(C)(C)C)Br